NC1=NN(C=C1C=1C=C2CCNC(C2=CC1)=O)C=1C=C(C=C(C1)N1CCN(CC1)C)NC(C=C)=O N-(3-(3-amino-4-(1-oxo-1,2,3,4-tetrahydroisoquinolin-6-yl)-1H-pyrazol-1-yl)-5-(4-methylpiperazin-1-yl)phenyl)acrylamide